2-(4-chloro-2-fluorophenyl)oxirane tert-Butyl-(2R,4S)-4-((2,3-Dihydrobenzo[b][1,4]dioxin-6-yl-2,2,3,3-d4)oxy)-2-methylpiperidine-1-carboxylate C(C)(C)(C)OC(=O)N1[C@@H](C[C@H](CC1)OC1=CC2=C(OC(C(O2)([2H])[2H])([2H])[2H])C=C1)C.ClC1=CC(=C(C=C1)C1OC1)F